C1(CC1)CNC(=O)C1=C(C2=C(CN(C2)C2=NOC(C2)(C(F)(F)F)C2=CC(=C(C(=C2)Cl)F)Cl)S1)C N-(cyclopropylmethyl)-5-(5-(3,5-dichloro-4-fluorophenyl)-5-(trifluoromethyl)-4,5-dihydroisoxazol-3-yl)-3-methyl-5,6-dihydro-4H-thieno[2,3-c]pyrrole-2-carboxamide